tert-butyl (R)-6-(1-(1-(3-(4-methoxybenzyl)-2-oxo-2,3-dihydro-1H-benzo[d]imidazol-5-yl)piperidin-4-yl)-2-oxo-1,2-dihydropyridin-4-yl)-4-azaspiro[2.4]heptane-4-carboxylate COC1=CC=C(CN2C(NC3=C2C=C(C=C3)N3CCC(CC3)N3C(C=C(C=C3)[C@@H]3CN(C2(CC2)C3)C(=O)OC(C)(C)C)=O)=O)C=C1